ClC1=C(CC=2N(C(N(N2)C)=O)CCC2CCC(CC2)(F)F)C(=CC=C1)F 5-(2-chloro-6-fluorobenzyl)-4-(2-(4,4-difluorocyclohexyl)ethyl)-2-methyl-2,4-dihydro-3H-1,2,4-triazol-3-one